COC(=O)[C@@H]1CC[C@@H]2CNC[C@@H](C(N12)=O)NC(=O)OC(C)(C)C (3S,7R,10S)-2-oxo-3-((tert-butoxycarbonyl)amino)-1,5-diazabicyclo[5.3.0]Decane-10-carboxylic acid methyl ester